C(C)(C)(C)N(C(O)=O)C=1C2=C(C(=NC1)F)C[C@@H]1CC[C@H]2N1C1=CC=C(C=C1)OC.C(CCCCCCCC)C(CCCCCCCCC\C=C/C\C=C/CCCCC)N1CCCC1 1-[(11Z,14Z)-1-nonylicosa-11,14-dien-1-yl]pyrrolidine tert-butyl-((5R,8S)-1-fluoro-10-(4-methoxyphenyl)-6,7,8,9-tetrahydro-5H-5,8-epiminocyclohepta[c]pyridin-4-yl)carbamate